Trans-5-(3-(3-bromo-4,5-difluorophenyl)-2,2-dichloropropane-1-carboxamido)-2-chloro-N-(2,4-difluorophenyl)benzamide BrC=1C=C(C=C(C1F)F)CC(CC(=O)NC=1C=CC(=C(C(=O)NC2=C(C=C(C=C2)F)F)C1)Cl)(Cl)Cl